FC1=C(C(=O)NC2=C(C(=CC(=C2)F)B2OC(C(O2)(C)C)(C)C)C)C=CC(=C1)C(C)(C)O 2-fluoro-N-(5-fluoro-2-methyl-3-(4,4,5,5-tetramethyl-1,3,2-dioxaborolan-2-yl)-phenyl)-4-(2-hydroxypropan-2-yl)benzamide